3-(3-(3,5-bis(trifluoromethyl)phenyl)-1H-1,2,4-triazol-1-yl)-2,3-dibromopropionate FC(C=1C=C(C=C(C1)C(F)(F)F)C1=NN(C=N1)C(C(C(=O)[O-])Br)Br)(F)F